NC=1C(=C(C(=CC1F)F)C(=O)C1=NN(C2=NC=C(C=C21)Br)C2OCCCC2)F (3-amino-2,4,6-trifluorophenyl)-[5-bromo-1-(oxan-2-yl)pyrazolo[3,4-b]pyridin-3-yl]methanone